2'-[6-amino-5-(trifluoromethyl)pyridin-3-yl]-N-[(1-methyl-2-oxabicyclo[2.1.1]hexan-4-yl)methyl]-5',6'-dihydrospiro[azetidine-3,4'-pyrrolo[1,2-b]pyrazole]-1-carboxamide NC1=C(C=C(C=N1)C=1C=C2N(N1)CCC21CN(C1)C(=O)NCC12COC(C1)(C2)C)C(F)(F)F